methyl-amine oxide C[NH2]=O